OC1OC2=C(N(C1)O)C=CC=C2 2,4-dihydroxyl-2H-1,4-benzoxazine